C(C)OC(CCC(=O)N1CC2=CC(=C(C(=C2C1)F)OCCCOC=1C(=C2CN(CC2=CC1OC)C(=O)OC(C)(C)C)F)OC)=O tert-butyl 5-[3-[2-(4-ethoxy-4-oxo-butanoyl)-4-fluoro-6-methoxy-isoindolin-5-yl]oxypropoxy]-4-fluoro-6-methoxy-isoindoline-2-carboxylate